C(C)C=1N=C(C2=C(N(C3=CC=CC=C23)CC(=O)N2[C@@H]3C[C@@H]3C[C@H]2C(NC2=NC(=CC=C2)Br)=O)N1)N ethyl-4-amino-9-(2-((1R,3S,5R)-3-((6-bromopyridin-2-yl)carbamoyl)-2-azabicyclo[3.1.0]hexan-2-yl)-2-oxoethyl)-9H-pyrimido[4,5-b]indole